C(C)[C@@H]1CN2CCC3=C([C@@H]2C[C@@H]1/C(/C(=O)OC)=C\OC)NC1=CC=CC=C13 Methyl (E)-2-((2S,3S,12bS)-3-ethyl-1,2,3,4,6,7,12,12b-octahydroindolo[2,3-a]quinolizin-2-yl)-3-methoxyacrylate